(2,4-dicyanophenyl)methanone C(#N)C1=C(C=CC(=C1)C#N)C=O